C1C2=CC=C3C=4C(=CC=C(CC1)C42)C=C4CSC=C43 1,3-dihydropyreno[2,3-c]thiophene